N-(2-(3-(2-((1,5-dimethyl-1H-pyrazol-3-yl)amino)-5-methylpyrimidin-4-yl)-1H-indol-7-yl)-1-oxoisoindolin-4-yl)-4-oxocyclohexane-1-carboxamide CN1N=C(C=C1C)NC1=NC=C(C(=N1)C1=CNC2=C(C=CC=C12)N1C(C2=CC=CC(=C2C1)NC(=O)C1CCC(CC1)=O)=O)C